methyl 7-hydroxybenzo[d]thiazole-4-carboxylate OC=1C=CC(=C2N=CSC21)C(=O)OC